(acetylacetone) iridium (III) [Ir+3].C(C)(=O)CC(C)=O